2-(tert-butyldimethylsilyloxy)benzaldehyde [Si](C)(C)(C(C)(C)C)OC1=C(C=O)C=CC=C1